4-[[1-[3-[6,7-dihydro-5H-cyclopenta[b]pyridin-3-yl(methyl)carbamoyl]phenyl]-3-(trifluoromethyl)-4,5,6,7-tetrahydroindazol-7-yl]oxy]benzoic acid N1=C2C(=CC(=C1)N(C(=O)C=1C=C(C=CC1)N1N=C(C=3CCCC(C13)OC1=CC=C(C(=O)O)C=C1)C(F)(F)F)C)CCC2